4-(2,6-dichlorobenzamido)-N-(1-(hex-5-yn-1-yl)piperidin-4-yl)-1H-pyrazole-3-carboxamide ClC1=C(C(=O)NC=2C(=NNC2)C(=O)NC2CCN(CC2)CCCCC#C)C(=CC=C1)Cl